(±)-5-Methoxy-3,4-dihydro-2H-pyrrole-2-carboxylic acid methyl ester COC(=O)[C@@H]1N=C(CC1)OC |r|